COC1=CC(=C(C=O)C=C1)\C=C\C=C=O (E)-4-methoxy-2-(3-carbonyl-propenyl)benzaldehyde